2-(2-(2,6-Dimethylpyridin-4-yl)-3-isopropyl-1H-indol-5-yl)-4-(oxetan-3-yl)morpholin CC1=NC(=CC(=C1)C=1NC2=CC=C(C=C2C1C(C)C)C1CN(CCO1)C1COC1)C